4-(1-(1-hydroxy-3-(3-hydroxy-2-(hydroxymethyl)propoxy)-2-((3-hydroxy-2-(hydroxymethyl)propoxy)methyl)propan-2-yl)-1H-1,2,3-triazol-4-yl)butanoic acid OCC(COCC(CO)CO)(COCC(CO)CO)N1N=NC(=C1)CCCC(=O)O